ClC=1C(=CC2=C(NC(=N2)O[C@H]2[C@@H]3[C@H](OC2)[C@@H](CO3)O)C1)C1=CC=C(C=C1)C1=CC=C(C=C1)CNC(C(=O)NCCO)CC (((4'-(6-chloro-2-(((3R,3aR,6R,6aR)-6-hydroxyhexahydrofuro[3,2-b]furan-3-yl)oxy)-1H-benzo[d]imidazol-5-yl)-[1,1'-biphenyl]-4-yl)methyl)amino)-N-(2-hydroxyethyl)butanamide